FC1=C(N(C=2N=C(N=CC21)NC2=CC=C(C=C2)N2CCN(CC2)C)C2=CC=CC(=N2)NS(=O)(=O)C)C2CC2 (N-(6-(5-fluoro-2-((4-(4-methylpiperazin-1-yl)phenyl)amino)-6-cyclopropyl-7H-pyrrolo[2,3-d]pyrimidin-7-yl)pyridin-2-yl))methanesulfonamide